S1C(=CC=C1)C1=CC=C(C=C1)C(C)=O (4-(thien-2-yl)phenyl)ethan-1-one